hexachloro-2-methyl-disilazane Cl[Si](N([Si](Cl)(Cl)Cl)C)(Cl)Cl